CN1C2=C(C=CC1=O)NN=C2 4-methyl-1,4-dihydro-5H-pyrazolo[4,3-b]pyridin-5-one